6-Ethyl-5-(8-methoxy-[1,2,4]triazolo[1,5-a]pyridin-6-yl)-1-((3R)-1-(tetrahydrofuran-3-yl)piperidin-3-yl)-1,3-dihydro-2H-benzo[d]imidazol-2-on C(C)C=1C(=CC2=C(N(C(N2)=O)[C@H]2CN(CCC2)C2COCC2)C1)C=1C=C(C=2N(C1)N=CN2)OC